2-[[dimethyl(oxo)-λ6-sulfanylidene]amino]-3,5-bis(trifluoromethyl)benzonitrile CS(=O)(C)=NC1=C(C#N)C=C(C=C1C(F)(F)F)C(F)(F)F